(R)-4-amino-6-(2,4-difluorophenyl)-2-(6-(6-oxo-1,6-dihydropyridin-3-yl)-3,6-dihydro-2H-pyran-4-yl)pyrimidine-5-carbaldehyde NC1=NC(=NC(=C1C=O)C1=C(C=C(C=C1)F)F)C=1CCO[C@H](C1)C1=CNC(C=C1)=O